BrC=1C(=C(OC2CCC(CC2)C/C=C/C2CCN(CC2)C(=O)OC(C)(C)C)C=CC1)C tert-butyl 4-((E)-3-((1s,4s)-4-(3-bromo-2-methylphenoxy)cyclohexyl)prop-1-en-1-yl)piperidine-1-carboxylate